F[C@H]1CN(CC[C@H]1NC1=CC=CN2C(=C(C=C12)C1=NOC(=N1)CNC(=O)[C@@H]1N(CCOC1)C)SC(F)(F)F)C (3R)-N-{[3-(8-{[(3S,4R)-3-fluoro-1-methylpiperidin-4-yl]amino}-3-[(trifluoromethyl)sulfanyl]indolizin-2-yl)-1,2,4-oxadiazol-5-yl]methyl}-4-methylmorpholine-3-carboxamide